C(C)(C)(C)OC(=O)N1CCC(CC1)C(CC(=O)NC=1SC(=C(N1)C)C(=O)OCC)NC(C1=CC(=CC=C1)C1=NOC(=N1)C)=O ethyl 2-[[3-(1-tert-butoxycarbonyl-4-piperidinyl)-3-[[3-(5-methyl-1,2,4-oxadiazol-3-yl) benzoyl] amino] propionyl] amino]-4-methyl-thiazole-5-carboxylate